C1(CC1)CNC(=O)C1=CC2=C(SC=C2C2C(=C(NC(=C2C(C)=O)C)C)C(C)=O)C=C1 N-(Cyclopropylmethyl)-3-(3,5-diacetyl-2,6-dimethyl-1,4-dihydropyridin-4-yl)benzo[b]thiophen-5-carboxamid